3-(3-(4-(2-(5-((4,6-difluoro-1H-indol-5-yl)oxy)-2-fluorophenyl)-1H-imidazol-5-yl)-1-(2,2,2-trifluoroethyl)piperidin-4-yl)phenyl)propanoic acid FC1=C2C=CNC2=CC(=C1OC=1C=CC(=C(C1)C=1NC(=CN1)C1(CCN(CC1)CC(F)(F)F)C=1C=C(C=CC1)CCC(=O)O)F)F